ClC=1C=C(C=CC1)NN(C(=O)Cl)C1=CC=CC=C1 (Z)-N'-(3-chlorophenyl)phenylcarbazoyl chloride